(4-(6-methoxypyridin-2-yl)phenyl)methanamine COC1=CC=CC(=N1)C1=CC=C(C=C1)CN